2,4-bis-hydroxymethyl-1,5-pentanediol OCC(CO)CC(CO)CO